1-(2-(trifluoromethyl)quinoxalin-6-yl)ethan-1-ol FC(C1=NC2=CC=C(C=C2N=C1)C(C)O)(F)F